C1(CC1)C=1C=CC(=NC1F)[C@H](C1=CC=CC=C1)NC(=O)[C@H]1N(C[C@@H](C1)F)C(=O)OC(C)(C)C tert-butyl (2S,4R)-2-(((S)-(5-cyclopropyl-6-fluoropyridin-2-yl)(phenyl)methyl)carbamoyl)-4-fluoropyrrolidine-1-carboxylate